C(=O)(O)CNCC=1C(NC(NC1)=S)=O 5-carboxymethylaminomethyl-2-thiouracil